NC1=NC2=CC(=CC=C2C=C1C=O)N(CC)CC 2-amino-7-(diethylamino)quinoline-3-carbaldehyde